4-vinyl-1-methylpyridinium C(=C)C1=CC=[N+](C=C1)C